BrC1=NN(C(=C1)Br)C1=CC(=NC=C1)OCC 4-(3,5-dibromo-1H-pyrazol-1-yl)-2-ethoxypyridine